5-(4-(trifluoromethyl)phenyl)spiro[5.5]undecane-1,3-dione FC(C1=CC=C(C=C1)C1CC(CC(C12CCCCC2)=O)=O)(F)F